Nα-Benzoyl-L-tyrosine ethyl ester C(C)OC([C@@H](NC(C1=CC=CC=C1)=O)CC1=CC=C(C=C1)O)=O